5-bromo-1,3-diaminobenzene BrC=1C=C(C=C(C1)N)N